Dilaurylmethylammonium ammonium 4-nitrobenzoate [N+](=O)([O-])C1=CC=C(C(=O)[O-])C=C1.[NH4+].C(CCCCCCCCCCC)[NH+](C)CCCCCCCCCCCC.[N+](=O)([O-])C1=CC=C(C(=O)[O-])C=C1